3-(3-((1H-1,2,3-triazol-4-yl)azetidin-1-yl)isoOxazol-5-yl)-N-(5,6-difluoro-2,3-dihydro-1H-inden-2-yl)pyrimidin-2-amine N1N=NC(=C1)C1N(CC1)C1=NOC(=C1)N1C(N=CC=C1)NC1CC2=CC(=C(C=C2C1)F)F